1-(((S)-tetrahydrofuran-2-yl)methyl)-1H-benzo[d]imidazol-6-carboxylic acid O1[C@@H](CCC1)CN1C=NC2=C1C=C(C=C2)C(=O)O